C(C1=CC=CC=C1)N1C=NC(=C1)C=1C=C(C=CC1OC)C[NH-] 3-(1-benzylimidazol-4-yl)-N-[(4-methoxyphenyl)methyl]amide